di(isotetradecyl) adipate C(CCCCC(=O)OCCCCCCCCCCCC(C)C)(=O)OCCCCCCCCCCCC(C)C